BrC=1C(=C(N(CC2=CC=C(C=C2)OC)CC2=CC=C(C=C2)OC)C=C(C1C(F)(F)F)C)F 3-bromo-2-fluoro-N,N-bis[(4-methoxyphenyl)methyl]-5-methyl-4-(trifluoromethyl)aniline